ClC1=C(C=C(C=C1)N1C(CCCC12CCN(CC2)C=2OC1=C(N2)C=CC(=C1)C(F)(F)F)=O)F 1-(4-chloro-3-fluorophenyl)-9-(6-(trifluoromethyl)benzo[d]oxazol-2-yl)-1,9-diazaspiro[5.5]undecan-2-one